ClC=1C=C(C=C(C1OC1=NNC(C(=C1)C1CCCC1)=O)Cl)C=1C(NC(N(N1)C)=O)=O 6-(3,5-dichloro-4-((5-cyclopentyl-6-oxo-1,6-dihydropyridazin-3-yl)oxy)phenyl)-2-methyl-1,2,4-triazine-3,5(2H,4H)-dione